CC1=CC=CC(=N1)C1=C(N=CN1)C1=NC2=CC(=CN=C2C=C1)C=1N=C2N(CCNC2)C1 2-[5-(6-methyl-2-pyridyl)-1H-imidazol-4-yl]-7-(5,6,7,8-tetrahydroimidazo[1,2-a]pyrazin-2-yl)-1,5-naphthyridine